1-(2,2-difluoroethyl)-6-(5-(3-(trifluoromethyl)pyridin-2-yl)-4,5,6,7-tetrahydro-2H-pyrazolo[4,3-c]pyridin-2-yl)-1H-pyrazolo[3,4-b]pyrazine FC(CN1N=CC=2C1=NC(=CN2)N2N=C1C(CN(CC1)C1=NC=CC=C1C(F)(F)F)=C2)F